BrC1=NC(=CC=C1)C1=C(C=CC=C1)OC 2-bromo-6-(2-methoxyphenyl)pyridine